(4-hydroxycyclohexyl)-5-(4-(3-(2-(2,2,2-trifluoroethoxy)ethyl)-3-azabicyclo[3.1.0]hex-1-yl)phenyl)nicotinamide OC1CCC(CC1)C1=C(C(=O)N)C=C(C=N1)C1=CC=C(C=C1)C12CN(CC2C1)CCOCC(F)(F)F